Methyl 2-[acetyl(benzyl)amino]-4,7-dihydro-5H-spiro[1-benzothiophene-6,2'-[1,3]dioxolane]-3-carboxylate C(C)(=O)N(C=1SC2=C(C1C(=O)OC)CCC1(OCCO1)C2)CC2=CC=CC=C2